SCCCC(=O)OCCCCOC(CCCS)=O 1,4-bis(mercaptobutyryloxy)butane